ClC1=C(C=CC2=C1C(=N[C@H](C=1N2N=C(N1)NC(=O)NC1COC1)C)C1=C(C=CC=C1F)F)C(F)(F)F 1-[(4S)-7-chloro-6-(2,6-difluorophenyl)-4-methyl-8-(trifluoromethyl)-4H-[1,2,4]triazolo[1,5-a][1,4]benzodiazepine-2-Yl]-3-(oxetan-3-yl)urea